C1(=C(C(=CC(=C1)C)C)B(OC)OC)C dimethyl mesitylboronate